rac-(RS)-6-methyl-2-(naphthalen-2-yl)-3-(pyridin-4-yl)-4,5,6,7-tetrahydropyrazolo[1,5-a]pyrazine hydrogen chloride Cl.C[C@H]1NCC=2N(C1)N=C(C2C2=CC=NC=C2)C2=CC1=CC=CC=C1C=C2 |r|